N1CCCC1.[Co] cobalt pyrrolidine